Ethyl [3-[2-chloro-4-fluoro-5-(1-methyl-6-trifluoromethyl-2,4-dioxo-1,2,3,4-tetrahydropyrimidin-3-yl)phenoxy]-2-pyridyloxy]acetate ClC1=C(OC=2C(=NC=CC2)OCC(=O)OCC)C=C(C(=C1)F)N1C(N(C(=CC1=O)C(F)(F)F)C)=O